methyl-(2Z,4E)-5-[6-ethynyl-1-hydroxy-2,6-dimethyl-4-oxocyclohex-2-en-1-yl]-3-methylpenta-2,4-dienoat COC(\C=C(/C=C/C1(C(=CC(CC1(C)C#C)=O)C)O)\C)=O